OCCSC=CC=C 1-(2-hydroxyethylthio)butadiene